(4-amino-1,3-dihydrofuro[3,4-c]quinolin-8-yl)((3R)-3-(4-(difluoromethoxy)phenyl)-4-morpholinyl)methanone NC1=NC=2C=CC(=CC2C2=C1COC2)C(=O)N2[C@@H](COCC2)C2=CC=C(C=C2)OC(F)F